CN1C(=NN=C1)C(C)O 1-(4-methyl-4H-1,2,4-triazol-3-yl)ethan-1-ol